ClC1=NC(=CC(=C1)C=1C(=NN2C1N=C(C=C2)C(=O)N[C@@H]2C[C@H](CC2)N)C2=CC(=CC=C2)C#N)C 3-(2-chloro-6-methyl-4-pyridinyl)-2-(3-cyanophenyl)-N-[(1s,3s)-3-aminocyclopentyl]pyrazolo[1,5-a]pyrimidine-5-carboxamide